methyl 5-benzyl-3-((1,3-diisopropyl-1H-pyrazole-5-carboxamido)methyl)-4,5-dihydroisoxazole-5-carboxylate C(C1=CC=CC=C1)C1(CC(=NO1)CNC(=O)C1=CC(=NN1C(C)C)C(C)C)C(=O)OC